N[C@H]1CN(CCC1)C(=O)C1=CC=C(C=C1)N1N=NC(=C1)C=1C(NC2=CC(=C(C=C2C1)F)F)=O 3-{1-[4-((R)-3-amino-piperidine-1-carbonyl)-phenyl]-1H-[1,2,3]triazol-4-yl}-6,7-difluoro-1H-quinolin-2-one